1,2-dicarbamoyl-sn-glycero-3-phosphorylethanolamine C(N)(=O)OC[C@@H](OC(N)=O)COP(=O)(O)OCCN